(S,E)-6-ethyl-5-(isopropylamino)-3-((3-(2-(2-(N-methyl-4-(methylamino)but-2-enamido)propanamido)ethyl)phenyl)amino)pyrazine-2-carboxamide C(C)C1=C(N=C(C(=N1)C(=O)N)NC1=CC(=CC=C1)CCNC([C@H](C)N(C(\C=C\CNC)=O)C)=O)NC(C)C